N-(4'-((2-(2-oxabicyclo[2.1.1]hexan-1-yl)-6-methylpyrimidin-4-yl)amino)-5-(methoxymethyl)-[2,3'-bipyridin]-6'-yl)acetamide C12(OCC(C1)C2)C2=NC(=CC(=N2)NC2=C(C=NC(=C2)NC(C)=O)C2=NC=C(C=C2)COC)C